3-(5-(((1S,2S)-2-(3-(3,4-difluorophenyl)azetidin-1-yl)cyclohexyl)oxy)-1-oxoisoindolin-2-yl)piperidine-2,6-dione FC=1C=C(C=CC1F)C1CN(C1)[C@@H]1[C@H](CCCC1)OC=1C=C2CN(C(C2=CC1)=O)C1C(NC(CC1)=O)=O